Methyl 3-(4-methoxy-2-vinylphenyl)propanoate COC1=CC(=C(C=C1)CCC(=O)OC)C=C